4-[6-[6-[3-(dimethylamino)propoxy]-3-pyridyl]imidazo[1,2-a]pyrazin-3-yl]phenol CN(CCCOC1=CC=C(C=N1)C=1N=CC=2N(C1)C(=CN2)C2=CC=C(C=C2)O)C